C(C)N(C(=O)[C@H]1CN([C@@H]2CC=3C4=C(C2=C1)C=CC=C4NC3)CC3=CC=CC4=CC=CC=C34)CC (6aR,9R)-N,N-diethyl-7-(naphthalen-1-ylmethyl)-4,6,6a,7,8,9-hexahydroindolo[4,3-fg]quinoline-9-carboxamide